NC(CC(=O)O)CCN(C)C=NN 3-amino-5-[(aminoiminomethyl)methylamino]Valeric acid